N[C@@H]1CCCC12CCN(CC2)C2=NC=C(C=1N2C=CN1)SC=1C(=C(C=CC1)NC(=O)C1=C(N=C2N(C1=O)CCCC2)O)Cl (R)-N-(3-((5-(1-amino-8-azaspiro[4.5]decan-8-yl)imidazo[1,2-c]pyrimidin-8-yl)thio)-2-chlorophenyl)-2-hydroxy-4-oxo-6,7,8,9-tetrahydro-4H-pyrido[1,2-a]pyrimidin-3-carboxamide